(4R,5R,6R)-4,5-dihydroxy-6-(6'-methylsalicyloxy)-2-methyl-2-cyclohexen-1-one O[C@@H]1C=C(C([C@@H]([C@@H]1O)OCC=1C(O)=CC=CC1C)=O)C